OCC(=CC(=O)OC(C)(C)C)CO 1,1-dimethylethyl 4-hydroxy-3-(hydroxymethyl)-2-butenoate